2-(3-azabicyclo[3.1.0]hex-3-yl)-N-(6-(5-methyl-1,3,4-thiadiazol-2-yl)isoquinolin-3-yl)acetamide C12CN(CC2C1)CC(=O)NC=1N=CC2=CC=C(C=C2C1)C=1SC(=NN1)C